[Si](C)(C)(C(C)(C)C)O[C@H]1C[C@](N(C1)C(=O)OC(C)(C)C)(C(=O)OC)CC(=C)CCl 1-(tert-butyl) 2-methyl (2S,4S)-4-((tert-butyldimethylsilyl)oxy)-2-(2-(chloromethyl)allyl)pyrrolidine-1,2-dicarboxylate